5-oxomorpholine-4-carboxylate O=C1COCCN1C(=O)[O-]